4-chloro-3-(trifluoromethyl)-1H-pyrazolo[4,3-c]pyridine ClC1=NC=CC2=C1C(=NN2)C(F)(F)F